N-((1S,9S)-9-Ethyl-5-fluoro-9-hydroxy-4-methyl-10,13-dioxo-2,3,9,10,13,15-hexahydro-1H,12H-benzo[de]pyrano[3',4':6,7]indolizino[1,2-b]quinolin-1-yl)-4-hydroxycyclohexane-1-amide C(C)[C@]1(C(OCC=2C(N3CC=4C(=NC=5C=C(C(=C6C5C4[C@H](CC6)NC(=O)C6CCC(CC6)O)C)F)C3=CC21)=O)=O)O